NC=1C2=C(N=CN1)N(C1=C2C=2C(C(CC1)O)=C(ON2)C2CC2)C2CC(CC2)O 11-Amino-3-cyclopropyl-7-(3-hydroxycyclopentyl)-4,5,6,7-tetrahydroisoxazolo[4'',3'':6',7']cyclohepta[1',2':4,5]pyrrolo[2,3-d]pyrimidin-4-ol